C(C)(CC)C1CCC(CC1)N(C(C1=CC(C(=O)N)=CC(=C1)NC(=O)C1CCC(CC1)C(C)CC)=O)C1CCC(CC1)C(C)CC N,N-bis(4-sec-butylcyclohexyl)-5-(4-sec-butylcyclohexylcarbonylamino)-isophthalamide